COC1=CC=C(C=C1)S(=O)(=O)N(CCC1=NC=CC=C1)C1=CC=CC=C1 4-Methoxy-N-phenyl-N-[2-(pyridin-2-yl)ethyl]benzenesulfonamide